2-(2-{[(6-fluoro-1H-1,3-benzodiazol-2-yl)methyl]amino}ethyl)-N-[(3-fluoropyridin-2-yl)methyl]-1,3-thiazole-4-carboxamide trihydrochloride Cl.Cl.Cl.FC=1C=CC2=C(NC(=N2)CNCCC=2SC=C(N2)C(=O)NCC2=NC=CC=C2F)C1